ethyl-N-methyl-perfluorooctyl-sulfonamide C(C)N(S(=O)(=O)C(C(C(C(C(C(C(C(F)(F)F)(F)F)(F)F)(F)F)(F)F)(F)F)(F)F)(F)F)C